C(C)OC(=O)C=1C=C2C=CC=NC2=C(N1)N1CCCC2=CC(=C(C=C12)C(F)F)C1CCN(CC1)C(=O)OC(C)(C)C.FC1=CC(=C(C=C1[N+](=O)[O-])NC=O)OC N-(4-fluoro-2-methoxy-5-nitrophenyl)formamide ethyl-8-[6-(1-tert-butoxycarbonylpiperidin-4-yl)-7-difluoromethyl-3,4-dihydro-2H-quinolin-1-yl]-[1,7]naphthyridine-6-carboxylate